1-(spiro[benzo[d][1,3]dioxole-2,1'-cyclobutan]-5-yl)ethan-1-one platinum (0) [Pt].C12(CCC1)OC1=C(O2)C=CC(=C1)C(C)=O